methyl (1R,2S,5S)-3-((S)-4-hydroxy-3,3-dimethyl-2-((S)-tetrahydrofuran-3-carboxamido)butanoyl)-6,6-dimethyl-3-azabicyclo[3.1.0]hexane-2-carboxylate OCC([C@@H](C(=O)N1[C@@H]([C@H]2C([C@H]2C1)(C)C)C(=O)OC)NC(=O)[C@@H]1COCC1)(C)C